4-(4-cyclopropylphenyl)-N-(1-methylpiperidin-3-yl)phthalazin-1-amine C1(CC1)C1=CC=C(C=C1)C1=NN=C(C2=CC=CC=C12)NC1CN(CCC1)C